4-hydroxy-3,5-dichlorobenzoic acid OC1=C(C=C(C(=O)O)C=C1Cl)Cl